N-(8'-bromo-4'H-spiro[cyclopropane-1,5'-naphtho[2,1-d]isoxazol]-3'-yl)-2-methoxy-4-(oxetan-3-yloxy)benzenesulfonamide BrC1=CC=C2C3(CC=4C(=NOC4C2=C1)NS(=O)(=O)C1=C(C=C(C=C1)OC1COC1)OC)CC3